NC=1C=C(C=C(C1)C(COC)(F)F)[C@@H](C)NC1=NC(=NC2=CC(=C(C=C12)C1CCOCC1)OC)C (R)-N-(1-(3-amino-5-(1,1-difluoro-2-methoxyethyl)phenyl)ethyl)-7-methoxy-2-methyl-6-(tetrahydro-2H-pyran-4-yl)quinazolin-4-amine